3-(4-((2R,6R)-4-acryloyl-6-methyl-1-(methylsulfonyl)piperazin-2-yl)-6-chloropyridin-2-yl)-N-methylbenzamide C(C=C)(=O)N1C[C@H](N([C@@H](C1)C)S(=O)(=O)C)C1=CC(=NC(=C1)Cl)C=1C=C(C(=O)NC)C=CC1